4-(4-(1-hydroxyethyl)phenyl)-2-cyclopropyl-6-(2-methyl-2H-indazol-5-yl)thiazolo[4,5-d]pyrimidine-5,7(4H,6H)-dione OC(C)C1=CC=C(C=C1)N1C(N(C(C2=C1N=C(S2)C2CC2)=O)C2=CC1=CN(N=C1C=C2)C)=O